5-(4-((1-ethyl-1H-pyrazol-4-yl)methoxy)phenyl)-2-oxo-6-(trifluoromethyl)-1,2-dihydropyridine-3-carboxamide C(C)N1N=CC(=C1)COC1=CC=C(C=C1)C=1C=C(C(NC1C(F)(F)F)=O)C(=O)N